CN1N=C(C=2N=C(N=CC21)NC=2C(=CC=1N(C2)C=CN1)C)C1CCOCC1 1-methyl-N-[7-methylimidazo[1,2-a]pyridin-6-yl]-3-(oxan-4-yl)pyrazolo[4,3-d]pyrimidin-5-amine